C(#N)C=1C=C(CN2CC=3C(N(C=4N(C3CC2)C=NC4)CC4=CC=C(C=C4)C(F)(F)F)=O)C=CC1 7-(3-cyanobenzyl)-4-(4-trifluoromethylbenzyl)-6,7,8,9-tetrahydroimidazo[1,5-a]pyrido[3,4-e]pyrimidin-5(4H)-one